2-(1,2-diphenyltetradecyl)malononitrile C1(=CC=CC=C1)C(C(CCCCCCCCCCCC)C1=CC=CC=C1)C(C#N)C#N